N1=CC=CC2=CC=CC(=C12)NC(C(C=C)CC=C)=O N-(8-quinolyl)-2-allyl-3-butenamide